Tert-butyl 4-(4-piperidylmethoxy)piperidine-1-carboxylate N1CCC(CC1)COC1CCN(CC1)C(=O)OC(C)(C)C